ClC1=CC=C(C(=N1)C(=O)O)N[C@H](C)C=1C=C(C=C2C(N(C(=NC12)N1C[C@H]2C([C@H]2C1)C(N(C)C1CCC1)=O)C)=O)C 6-chloro-3-(((R)-1-(2-((1R,5S,6R)-6-(cyclobutyl(methyl)carbamoyl)-3-azabicyclo[3.1.0]hexan-3-yl)-3,6-dimethyl-4-oxo-3,4-dihydroquinazolin-8-yl)ethyl)amino)picolinic acid